(R)-1-(5-fluoro-2-(1-(2-(4-methyl-oxazol-2-yl)-2-azaspiro[3.4]oct-6-yl)piperidin-4-yl)phenoxy)-2-methylpropan-2-ol FC=1C=CC(=C(OCC(C)(O)C)C1)C1CCN(CC1)[C@H]1CC2(CN(C2)C=2OC=C(N2)C)CC1